(2-(4-iodophenyl)-4,5-dihydro-oxazol-4-yl)methanol IC1=CC=C(C=C1)C=1OCC(N1)CO